2-((3-amino-7-methoxy-1,8-naphthyridin-4-yl)(4-bromo-2,6-difluorobenzyl)amino)ethan-1-ol NC=1C=NC2=NC(=CC=C2C1N(CCO)CC1=C(C=C(C=C1F)Br)F)OC